2-(2-chlorophenyl)-4-(3'-(4,6-diphenyl-1,3,5-triazin-2-yl)-5'-(naphthalen-2-yl)-[1,1'-biphenyl]-4-yl)-6-phenyl-1,3,5-triazine ClC1=C(C=CC=C1)C1=NC(=NC(=N1)C1=CC=C(C=C1)C1=CC(=CC(=C1)C1=CC2=CC=CC=C2C=C1)C1=NC(=NC(=N1)C1=CC=CC=C1)C1=CC=CC=C1)C1=CC=CC=C1